C1(CCC1)N1C=CC=2C1=NC(=C(C2)F)C#N 1-cyclobutyl-5-fluoro-1H-pyrrolo[2,3-b]pyridine-6-carbonitrile